FC1=NC(=C2N=CN(C2=N1)C1OCC1)NCC1=CC=C(C=C1)I 2-fluoro-6-[(4-iodobenzyl)amino]-9-(oxetan-2-yl)-9H-purine